3-(5-(1-(3-(1H-pyrazol-1-yl)benzyl)-4-hydroxypiperidin-4-yl)-4,6-difluoro-1-oxoisoindolin-2-yl)piperidine-2,6-dione N1(N=CC=C1)C=1C=C(CN2CCC(CC2)(O)C=2C(=C3CN(C(C3=CC2F)=O)C2C(NC(CC2)=O)=O)F)C=CC1